tert-butyl 1-((S)-(3-fluorophenyl)-(hydroxy)methyl)-4-methyl-7-azabicyclo[2.2.1]heptane-7-carboxylate FC=1C=C(C=CC1)[C@@H](C12CCC(CC1)(N2C(=O)OC(C)(C)C)C)O